CN1CCN(CC1)C(C=CC)=O 1-(4-methylpiperazin-1-yl)but-2-en-1-one